OC(C)C1C[C@@H]2CC[C@H]3[C@@H]4CC[C@H]([C@@H](CCCC(C)(C)O)C)[C@]4(CC[C@@H]3[C@]2(CC1)C)C 3-(1-Hydroxyethyl)-5α-cholestan-25-ol